3-(6'-ethoxy-4'-(hydroxymethyl)-[3,3'-bipyridin]-6-yl)-N-(4-fluorophenyl)oxetane-3-carboxamide C(C)OC1=CC(=C(C=N1)C=1C=NC(=CC1)C1(COC1)C(=O)NC1=CC=C(C=C1)F)CO